C(C)N(C(CC1=C(N=C2N1C=CC(=C2)C)C2=CC=C(C=C2)Cl)=O)CC2=CC=NC=C2 N-ethyl-N-(4-pyridylmethyl)-2-[2-(4-chlorophenyl)-7-methyl-imidazo[1,2-a]pyridin-3-yl]-acetamide